N-[3-[(1S)-1-[(4-methyl-1,2,4-triazol-3-yl)sulfanyl]ethyl]phenyl]-2-(trifluoromethyl)pyrimidine-4-carboxamide CN1C(=NN=C1)S[C@@H](C)C=1C=C(C=CC1)NC(=O)C1=NC(=NC=C1)C(F)(F)F